C(C)C=1C(=CC=C2C=C(C=C(C12)N1N=CC2=C(C1=O)N=CN=C2)O)F 7-(8-ethyl-7-fluoro-3-hydroxynaphthalen-1-yl)pyrimido[4,5-d]pyridazin-8(7H)-one